1-benzyl-1H-indazole-6-carboxylate C(C1=CC=CC=C1)N1N=CC2=CC=C(C=C12)C(=O)[O-]